FC1(OC2=C(O1)C=CC(=C2)/C=C/C(=O)N2CCNCC2)F (2E)-3-(2,2-difluorobenzo[d][1,3]dioxol-5-yl)-1-(piperazin-1-yl)prop-2-en-1-one